6-(2-oxo-1,2-dihydropyridin-3-yl)-2H-pyrazolo[3,4-d]pyrimidin-4(5H)-one O=C1NC=CC=C1C=1NC(C=2C(N1)=NNC2)=O